ClC=1C=C2C(N(C(NC2=CC1CN1CCN(CC1)C=1C=CC(=NC1C)C(=O)NC)=O)CC)=O 5-(4-((6-chloro-3-ethyl-2,4-dioxo-1,2,3,4-tetrahydroquinazolin-7-yl)methyl)piperazin-1-yl)-N,6-dimethylpicolinamide